[GeH](=O)[O-] monogermanate